tert-butyl (2-oxo-4-(2-(2-((4-(trifluoromethyl)phenyl)amino)nicotinoyl)hydrazinyl)butyl)carbamate O=C(CNC(OC(C)(C)C)=O)CCNNC(C1=C(N=CC=C1)NC1=CC=C(C=C1)C(F)(F)F)=O